CC1CCC(C=C1C(C)C)=C(C)C 6-methyl-1-(1-methylethyl)-3-(1-methylethylidene)cyclohexene